C(C=C)(=O)NC(CS(=O)(=O)[O-])(C)C.C(CCC)[N+]1(CCCC1)C 1-butyl-1-methylpyrrolidinium 2-acrylamido-2-methylpropanesulfonate